C(C)C1=C(C=NC(=C1)N1CCN(CC1)C)NC1=NC=C(C(=N1)NCCCN1C(COCCC1)=O)C(F)(F)F 4-(3-((2-((4-Ethyl-6-(4-methylpiperazin-1-yl)pyridin-3-yl)amino)-5-(trifluoromethyl)pyrimidin-4-yl)amino)propyl)-1,4-oxazepan-3-on